CN1C(=NC(=C1)C(F)(F)F)C1=CC=C(C=C1)\C(\C)=N/O (Z)-1-(4-(1-methyl-4-(trifluoromethyl)-1H-imidazol-2-yl)phenyl)ethan-1-one oxime